4-((5-(3-(((S)-1-(1H-1,2,4-triazol-1-yl)propan-2-yl)oxy)-4-chlorophenyl)pyrimidin-2-yl)amino)-1-((1r,4r)-4-((2S,6R)-2,6-dimethyl-morpholino)cyclohexyl)-1H-pyrazol-3-ol N1(N=CN=C1)C[C@H](C)OC=1C=C(C=CC1Cl)C=1C=NC(=NC1)NC=1C(=NN(C1)C1CCC(CC1)N1C[C@@H](O[C@@H](C1)C)C)O